1-(6-p-toluenesulfonylimidazo[4,5-d]pyrrolo[2,3-b]pyridin-1(6H)-yl)piperidin-4-one CC1=CC=C(C=C1)S(=O)(=O)N1C=CC=2C1=NC=C1C2N(C=N1)N1CCC(CC1)=O